C(C)(C)(C)OC(N[C@@H]1C(N(C[C@@H](C1)C1=C(C(=CC=C1F)F)F)CCCCCOCC#C)=O)=O ((3s,5s)-2-oxo-1-(5-(prop-2-yn-1-yloxy)pentyl)-5-(2,3,6-trifluorophenyl)piperidin-3-yl)carbamic acid tert-butyl ester